N-(1-(4-chlorobenzyl)-2-methyl-6-(6-methyl-7-oxo-6,7-dihydro-1H-pyrrolo[2,3-c]pyridin-4-yl)-1H-benzo[d]imidazol-4-yl)ethanesulfonamide ClC1=CC=C(CN2C(=NC3=C2C=C(C=C3NS(=O)(=O)CC)C=3C2=C(C(N(C3)C)=O)NC=C2)C)C=C1